C1=C(C=CC2=CC=CC=C12)C1=C2C=CC=CC2=C(C2=CC=CC=C12)C=1C=CC2=C(C=C(N2C2=CC=CC=C2)C2=CC=CC=C2)C1 5-(10-(naphthalen-2-yl)anthracene-9-yl)-1,2-diphenyl-1H-benzazole